1-methyl-3-((methylsulfonyl)oxy)cyclobutyl acetate C(C)(=O)OC1(CC(C1)OS(=O)(=O)C)C